1-isopropyl-4-(4,4,5,5-tetramethyl-1,3,2-dioxaborolan-2-yl)pyridin-2(1H)-one C(C)(C)N1C(C=C(C=C1)B1OC(C(O1)(C)C)(C)C)=O